FC=1C=C(C=C(C1)F)[C@H](COC)N1C(=NC(C(=C1O)CC1=CC=C(C=C1)C1=C(C(=NC=C1)F)C)=O)COCC 1-[(1R)-1-(3,5-difluorophenyl)-2-methoxyethyl]-2-(ethoxymethyl)-5-{[4-(2-fluoro-3-methylpyridin-4-yl)phenyl]methyl}-6-hydroxy-1,4-dihydropyrimidin-4-one